N-(2-(4-((6-bromo-2-(2,6-dioxopiperidin-3-yl)-1-oxoisoindolin-5-yl)methyl)piperazin-1-yl)ethyl)-4,9-dioxo-4,9-dihydronaphtho[2,3-b]furan-2-carboxamide BrC1=C(C=C2CN(C(C2=C1)=O)C1C(NC(CC1)=O)=O)CN1CCN(CC1)CCNC(=O)C1=CC2=C(O1)C(C1=CC=CC=C1C2=O)=O